[Ni].C(C)(C)(C)N1CCC(CC1)OC=1C=C2C(NC=NC2=CC1Br)=O Tert-butyl-4-((7-bromo-4-oxo-3,4-dihydroquinazolin-6-yl)oxy)piperidine nickel